S1C(=CC=C1)CNC(=O)[C@H]1N(CCNC1)C(=O)OC(C)(C)C tert-butyl (S)-2-((thiophen-2-ylmethyl)carbamoyl)piperazine-1-carboxylate